(R)-2-((1-(7-methyl-9-oxo-1,2,3,9-tetrahydropyrrolo[2,1-b]quinazolin-5-yl)ethyl)amino)benzoic acid CC1=CC=2C(N3C(=NC2C(=C1)[C@@H](C)NC1=C(C(=O)O)C=CC=C1)CCC3)=O